ClC=1C=CC2=C(N=C(O2)NC(=O)C23CC4(CC(CC(C2)C4)(C3)C)C)C1 N-(5-chloro-1,3-benzoxazol-2-yl)-3,5-dimethyladamantane-1-carboxamide